(S)-8-chloro-6-(((6-fluoro-2-methylpyridin-3-yl)(1-(1-(trifluoromethyl)cyclopropyl)-1H-1,2,3-triazol-4-yl-5-d)methyl)amino)-4-(neopentylamino)quinoline-3-carbonitrile ClC=1C=C(C=C2C(=C(C=NC12)C#N)NCC(C)(C)C)N[C@H](C=1N=NN(C1[2H])C1(CC1)C(F)(F)F)C=1C(=NC(=CC1)F)C